BrC1=CC=C(C=C1)C=1NC(SC1)N/N=C/C=1N=CC=2N(C3=CC=CC=C3C2C1)CC1=CC=CC=C1 4-(4-bromophenyl)-2-(((E)-(9-benzyl-beta-carbolin-3-yl)methylene)hydrazino)-2,3-dihydrothiazole